(1S,3S)-N1-(4-(3-isopropyl-1-methyl-1H-pyrazolo[3,4-b]pyridin-5-yl)pyrimidin-2-yl)cyclopentane-1,3-diamine C(C)(C)C1=NN(C2=NC=C(C=C21)C2=NC(=NC=C2)N[C@@H]2C[C@H](CC2)N)C